5-(4-fluorophenyl)-6-(4-methylquinazolin-6-yl)-1,2,4-triazin-3-amine FC1=CC=C(C=C1)C=1N=C(N=NC1C=1C=C2C(=NC=NC2=CC1)C)N